[(2R,3S)-5-(5-amino-3-oxo-1,2,4-triazin-2-yl)-2-(chloromethyl)-3-[(2-methylpropanoyl) oxy]oxolan-2-yl]methyl 2-methylpropanoate CC(C(=O)OC[C@]1(OC(C[C@@H]1OC(C(C)C)=O)N1N=CC(=NC1=O)N)CCl)C